C1(CC1)C1=C(C=C(C(=O)O)C=C1)S(NC1=C(C=C(C(=C1)N1N=NN=C1)F)N1CCCCC1)(=O)=O 4-cyclopropyl-3-(N-(4-fluoro-2-(piperidin-1-yl)-5-(tetrazol-1-yl)phenyl)sulfamoyl)benzoic acid